BrC1=NC=NC=2N(C3=CC=C(C=C3C21)Cl)CC2=CC=C(CP(O)(O)=O)C=C2 (4-((4-bromo-6-chloro-9H-pyrimido[4,5-b]indol-9-yl)methyl)benzyl)phosphonic acid